C(C)(=O)C=1C=C(C=CC1)NC(NC=1C=C2C(N(C=NC2=CC1)CC(=O)N(CC)CC)=O)=O 2-(6-(3-(3-acetylphenyl)ureido)-4-oxoquinazolin-3(4H)-yl)-N,N-diethylacetamide